CN(C(=O)C1CCNCC1)C N,N-dimethyl-piperidine-4-carboxamide